S(O)(O)(=O)=O.[Ni].[Co] cobalt-nickel sulfuric acid